2-(1-phenyl-1H-benzo[d]imidazol-2-yl)phenolate C1(=CC=CC=C1)N1C(=NC2=C1C=CC=C2)C2=C(C=CC=C2)[O-]